C(C)(C)(C)OC(=O)N1CCC(CC1)N(S(=O)(=O)C1=C(C=CC=C1)[N+](=O)[O-])CCOCC1=CC=CC=C1.C(C1=CC=CC=C1)C1N(C(OC1)=O)C(CC1CCC(CC1)C1=CC(=NC=C1)C)=O 4-benzyl-3-(2-((1s,4S)-4-(2-methylpyridin-4-yl)cyclohexyl)acetyl)oxazolidin-2-one tert-Butyl-4-[2-benzyloxyethyl-(2-nitrophenyl)sulfonyl-amino]piperidine-1-carboxylate